tert-butyl 3-chloro-5-isopropylsulfanyl-benzoate ClC=1C=C(C(=O)OC(C)(C)C)C=C(C1)SC(C)C